1,3-Cyclohexandimethanol C1(CC(CCC1)CO)CO